ClC1=NC2=C(C=C(C=C2C(=C1)C(=O)OCC)Cl)C(F)(F)F Ethyl 2,6-dichloro-8-(trifluoromethyl)quinoline-4-carboxylate